2-fluoro-1-((S)-3-methyl-4-((R)-2'-(((S)-1-methylpyrrolidin-2-yl)methoxy)-3,4,5',8'-tetrahydro-1H,6'H-spiro[naphthalene-2,7'-quinazolin]-4'-yl)piperazin-1-yl)prop-2-en-1-one FC(C(=O)N1C[C@@H](N(CC1)C1=NC(=NC=2C[C@]3(CCC12)CC1=CC=CC=C1CC3)OC[C@H]3N(CCC3)C)C)=C